rac-(4bS,5R,6S,7S,7aR)-7a-(4-bromophenyl)-4-methoxy-6-(((2-methoxyethyl)amino)methyl)-7-phenyl-5,6,7,7a-tetrahydro-4bH-cyclopenta[4,5]furo[2,3-c]pyridine-4b,5-diol BrC1=CC=C(C=C1)[C@]12[C@](C3=C(C=NC=C3OC)O1)([C@@H]([C@@H]([C@H]2C2=CC=CC=C2)CNCCOC)O)O |r|